C(CCCCC)(=O)C1CCN(CC1)CC1=C(C2=C(C=CC(=NO2)O)C=C1)O 8-((4-caproylpiperidin-1-yl)methyl)-3,9-dihydroxybenzo[5,6]oxazepin